6-(10-bromodecyl)-2-hydroxy-3,4-dimethoxybenzaldehyde BrCCCCCCCCCCC1=CC(=C(C(=C1C=O)O)OC)OC